Geranyl butyrate (GERANYL BUTYRATE) C(\C=C(/C)\CCC=C(C)C)C(C(=O)O)CC.C(CCC)(=O)OC\C=C(/C)\CCC=C(C)C